NC1CCC(CC1)C1=NN=C(S1)C=1C(=CC(=NC1)N1C=CC=2C1=NC=C(C2)C#N)NC 1-(5-(5-((1r,4r)-4-aminocyclohexyl)-1,3,4-thiadiazol-2-yl)-4-(Methylamino)pyridin-2-yl)-1H-pyrrolo[2,3-b]pyridin-5-nitrile